2-NAPHTHALENOL C1=C(C=CC2=CC=CC=C12)O